4-(4-fluoropiperidine-1-carbonyl)-2-(5-(2-hydroxypropan-2-yl)-1,3,4-oxadiazol-2-yl)thiazol-5-yl-N-(1,1,1-trifluorobutan-2-yl)benzenesulfonamide FC1CCN(CC1)C(=O)C=1N=C(SC1C1=C(C=CC=C1)S(=O)(=O)NC(C(F)(F)F)CC)C=1OC(=NN1)C(C)(C)O